CC1(NC(CC(C1(C)C)C(=O)NC1=CC=CC=C1)=O)C 2,2,3,3-tetramethyl-6-oxo-N-phenylpiperidine-4-carboxamide